C(C)(C)(C)OC(=O)N1CCC(CC1)C=1C=C2C(=CNC2=CC1C(F)(F)F)C(C)C 4-(3-isopropyl-6-(trifluoromethyl)-1H-indol-5-yl)piperidine-1-carboxylic acid tert-butyl ester